rac-(1S,2S,4R)-4-(Benzylamino)-2-methylcyclohexan-1-ol C(C1=CC=CC=C1)N[C@H]1C[C@@H]([C@H](CC1)O)C |r|